3-((1-methylcyclobutyl)thio)aniline CC1(CCC1)SC=1C=C(N)C=CC1